6-(naphthalen-1-ylmethyl)-2-thioxo-2,3-dihydropyrimidin-4(1H)-one C1(=CC=CC2=CC=CC=C12)CC1=CC(NC(N1)=S)=O